4-[[3-[4-(difluoromethoxy)phenyl]imidazo[1,2-a]pyrazin-8-yl]amino]-N,2-dimethyl-N-(2-piperidin-1-ylethyl)benzamide FC(OC1=CC=C(C=C1)C1=CN=C2N1C=CN=C2NC2=CC(=C(C(=O)N(CCN1CCCCC1)C)C=C2)C)F